2-amino-3-(2-methyl-1H-indol-3-yl)propanoic acid NC(C(=O)O)CC1=C(NC2=CC=CC=C12)C